C(C)N1C(=NN=C1CC)C1=CC=CC(=N1)N1CC=2C(=NC(=CC2C1=O)N(C(C)C)C)CN(C(OC(C)(C)C)=O)C tert-butyl ({2-[6-(4,5-diethyl-4H-1,2,4-triazol-3-yl)pyridin-2-yl]-6-[methyl(propan-2-yl)amino]-1-oxo-2,3-dihydro-1H-pyrrolo[3,4-c]pyridin-4-yl}methyl)methylcarbamate